tert-butyl (tert-butoxycarbonyl)(5-((6-chloropyrimidin-4-yl)oxy)-4-phenylthiazol-2-yl)carbamate C(C)(C)(C)OC(=O)N(C(OC(C)(C)C)=O)C=1SC(=C(N1)C1=CC=CC=C1)OC1=NC=NC(=C1)Cl